2-Amino-N-{1-[8-chloro-5-(2,2-dimethylpyrrolidin-1-yl)imidazo[1,5-a]-pyridin-6-yl]ethyl}pyrazolo[1,5-a]-pyrimidine-3-carboxamide bistrifluoro-acetate FC(C(=O)O)(F)F.FC(C(=O)O)(F)F.NC1=NN2C(N=CC=C2)=C1C(=O)NC(C)C=1C=C(C=2N(C1N1C(CCC1)(C)C)C=NC2)Cl